7-((1S)-1-(2-(aminomethyl)-6-oxo-5-oxa-7-azaspiro[3.4]oct-7-yl)ethyl)-3-(5-fluoro-6-oxo-1,6-dihydropyridin-3-yl)-1H-indole-2-carboxylic acid NCC1CC2(C1)OC(N(C2)[C@@H](C)C=2C=CC=C1C(=C(NC21)C(=O)O)C2=CNC(C(=C2)F)=O)=O